FC1=C(C=C(C=C1)F)C1=CC=C(C=C1)N1C(N(CCC1)C=1SC(=C(N1)C)S(=O)(=O)N)=O 2-(3-(2',5'-difluoro-[1,1'-biphenyl]-4-yl)-2-oxotetrahydropyrimidin-1(2H)-yl)-4-methyl-thiazole-5-sulfonamide